FC1(CC(C1)C=1C=2N(N=C(C1)C=1C(NC(NC1)=O)=O)C=CN2)F 5-(8-(3,3-Difluorocyclobutyl)imidazo[1,2-b]pyridazin-6-yl)pyrimidine-2,4(1H,3H)-dione